2-((4-(2-(4-chloro-2-fluorophenyl)-2-methylbenzo[d][1,3]dioxol-4-yl)-3,6-dihydropyridin-1(2H)-yl)methyl)-1-(((S)-oxetan-2-yl)methyl)-1H-benzo[d]imidazole-6-carboxylic acid ClC1=CC(=C(C=C1)C1(OC2=C(O1)C=CC=C2C=2CCN(CC2)CC2=NC1=C(N2C[C@H]2OCC2)C=C(C=C1)C(=O)O)C)F